N-(1-(1-methoxypropan-2-yl)-3-(oxetan-3-yloxy)-1H-pyrazol-4-yl)formamide COCC(C)N1N=C(C(=C1)NC=O)OC1COC1